(S)-2-((tert-butoxycarbonyl)amino)-3-((R)-1-methyl-3-oxopyrazolidin-4-yl)propionic acid C(C)(C)(C)OC(=O)N[C@H](C(=O)O)C[C@H]1C(NN(C1)C)=O